N-[4-(3-Cyanophenyl)-5-[2-[(1R)-1-hydroxyethyl]-6-methyl-4-pyridyl]thiazol-2-yl]-2-oxa-6-azaspiro[3.3]heptan-6-carboxamid C(#N)C=1C=C(C=CC1)C=1N=C(SC1C1=CC(=NC(=C1)C)[C@@H](C)O)NC(=O)N1CC2(COC2)C1